FC1=CC=C2C(=CNC(C2=C1F)=O)[C@@H](C)N(C(=O)NC1=CC=C2C=CNC2=C1)C (R)-1-(1-(7,8-difluoro-1-oxo-1,2-dihydroisoquinolin-4-yl)ethyl)-3-(1H-indol-6-yl)-1-methylurea